O[C@@H]1[C@H](COC1)N1C=2C(=CC=C1)C(=CN2)C2=NC=1N(C(=C2)NC)N=CC1C(=O)N 5-(7-((3S,4R)-4-hydroxytetrahydrofuran-3-yl)-7H-pyrrolo[2,3-b]pyridin-3-yl)-7-(methylamino)pyrazolo[1,5-a]pyrimidine-3-carboxamide